N1=C2C(=NC=C1)NC1=C2C=CC=N1 5H-pyrido[3',2':4,5]pyrrolo[2,3-b]pyrazine